2,4,6-tris(2-hydroxy-4-octoxyphenyl)-s-triazine OC1=C(C=CC(=C1)OCCCCCCCC)C1=NC(=NC(=N1)C1=C(C=C(C=C1)OCCCCCCCC)O)C1=C(C=C(C=C1)OCCCCCCCC)O